CC1=CN=C(S1)C=1C=C(C=C2N=CC(=NC12)N1CCCC1)C(=O)N[C@H](C)C=1C=NC(=NC1)C(F)(F)F (R)-8-(5-methylthiazol-2-yl)-2-(pyrrolidin-1-yl)-N-(1-(2-(trifluoromethyl)pyrimidin-5-yl)ethyl)quinoxaline-6-carboxamide